(2R,4R)-1-(3-chloro-2-fluorobenzyl)-4-((5-fluoro-6-((5-methyl-1H-pyrazol-3-yl)amino)-4-(4-methylpiperazine-1-carbonyl)pyridin-2-yl)methyl)-2-methylpiperidine-4-carboxylic acid ClC=1C(=C(CN2[C@@H](C[C@@](CC2)(C(=O)O)CC2=NC(=C(C(=C2)C(=O)N2CCN(CC2)C)F)NC2=NNC(=C2)C)C)C=CC1)F